tert-butyl (2S,6R*)-2-{[(1S)-1-cyano-2-[4-(3-methyl-2-oxo-2,3-dihydro-1,3-benzoxazol-5-yl)phenyl]ethyl]carbamoyl}-6-hydroxy-6-methyl-1,4-oxazepane-4-carboxylate C(#N)[C@H](CC1=CC=C(C=C1)C=1C=CC2=C(N(C(O2)=O)C)C1)NC(=O)[C@H]1OC[C@](CN(C1)C(=O)OC(C)(C)C)(C)O |o1:27|